CNC(=O)C1CC1 N-methylcyclopropane-carboxamide